COC(=O)C1=C(N=C(O1)C)Br 4-bromo-2-methyl-oxazole-5-carboxylic acid methyl ester